FC=1C(=NC(=NC1)NC1=CC=C(C=C1)S(=O)(=O)N)C=1C=NN(C1)CC(C)(C)O 4-((5-fluoro-4-(1-(2-hydroxy-2-methylpropyl)-1H-pyrazol-4-yl)pyrimidin-2-yl)amino)benzenesulfonamide